C[Si](O[Si](O[Si](O[Si](C)(C)C)(O)C)(O)C)(C)C 1,1,1,3,5,7,7,7-octamethyl-3,5-dihydroxy-tetrasiloxane